(2S,3R,4R,5R)-4-[[3-[4-(difluoromethyl)-3-fluoro-2-methoxy-phenyl]-4,5-dimethyl-5-(trifluoromethyl)tetrahydrofuran-2-carbonyl]amino]pyridine-2-carboxamide FC(C1=C(C(=C(C=C1)[C@@H]1[C@H](O[C@]([C@@H]1C)(C(F)(F)F)C)C(=O)NC1=CC(=NC=C1)C(=O)N)OC)F)F